4-(2-(2-azido-3-((tert-butoxycarbonyl) amino) propanamido) phenyl)-1H-pyrazole-1-carboxylate N(=[N+]=[N-])C(C(=O)NC1=C(C=CC=C1)C=1C=NN(C1)C(=O)[O-])CNC(=O)OC(C)(C)C